(2R,3R,4R,5S)-2-methyl-1-(3-(thien-2-yl)propyl)piperidine-3,4,5-triol C[C@H]1N(C[C@@H]([C@H]([C@@H]1O)O)O)CCCC=1SC=CC1